C1=C(C=CC2=CC=CC=C12)COC1=CC=C(CN2C=NC(=C2)C(=O)OC(C)CCCC)C=C1 hex-2-yl 1-(4-(naphthalen-2-ylmethoxy) benzyl)-1H-imidazole-4-carboxylate